tert-butyl (S)-2-((S)-1-(4-fluorophenyl)-1,2,3,4-tetrahydroisoquinoline-2-carbonyl)morpholine-4-carboxylate FC1=CC=C(C=C1)[C@@H]1N(CCC2=CC=CC=C12)C(=O)[C@@H]1CN(CCO1)C(=O)OC(C)(C)C